C(C)(=O)N1C[C@@H](OCC1)C(=O)N[C@H](C(=O)N[C@H](C(=O)N[C@H](C(=O)O)CCC(C)(C)C)[C@H](CC)C)CC1=CC=C(C=C1)O (2S)-2-[(2S,3S)-2-[(2S)-2-{[(2R)-4-acetylmorpholin-2-yl]formamido}-3-(4-hydroxyphenyl)propanamido]-3-methylpentanamido]-5,5-dimethylhexanoic acid